NC=1C(=NN(C1N)C)CO 4,5-diamino-3-hydroxymethyl-1-methyl-pyrazole